FC1CC(N(C1)C(CC=1C=NC=CC1)=O)C(=O)NC(C1=CC=CC=C1)C1=CC(=C(C=C1)C(C)C)F 4-fluoro-N-{[3-fluoro-4-(propan-2-yl)phenyl](phenyl)methyl}-1-[2-(pyridin-3-yl)acetyl]pyrrolidine-2-carboxamide